CNC(=O)C1CNC1 N-methylazetidine-3-formamide